O=C1C(O)=C([O-])[C@@H](O1)[C@H](O)CO.[Na+] sodium D-ascorbate